5-(1-(1-cyclohexyloxy)ethoxycarbonyl)-7-oxo-bicyclo[2.2.1]Hept-2-ene C1(CCCCC1)OC(C)OC(=O)C1C2C=CC(C1)C2=O